(R)-N-(1-(3-(2-(4-(4-fluorophenyl)piperazin-1-yl)ethyl)-1-oxo-2,8-diazaspiro[4.5]decan-8-yl)-2-methyl-1-oxopropan-2-yl)pivalamide FC1=CC=C(C=C1)N1CCN(CC1)CC[C@@H]1NC(C2(C1)CCN(CC2)C(C(C)(C)NC(C(C)(C)C)=O)=O)=O